3-methoxy-6-({[2-(pyridin-3-yl)-[1,3]oxazolo[5,4-b]pyridin-6-yl]oxy}methyl)pyridazine tert-butyl-5-oxa-2,8-diazaspiro[3.5]nonane-8-carboxylate C(C)(C)(C)OC(=O)N1CCOC2(CNC2)C1.COC=1N=NC(=CC1)COC=1C=C2C(=NC1)OC(=N2)C=2C=NC=CC2